5-hexyl-7-(2-phenyl-1H-1-indolyl)benzothiophene-13C C(CCCCC)C=1C=C(C2=C(C=[13CH]S2)C1)N1C(=CC2=CC=CC=C12)C1=CC=CC=C1